isodecanyl myristate C(CCCCCCCCCCCCC)(=O)OCCCCCCCC(C)C